3-(1,2,4-triazole-1-yl)benzaldehyde N1(N=CN=C1)C=1C=C(C=O)C=CC1